1-hexyl-3-methyl-1H-pyrazole-4,5-diamine hemisulfate S(=O)(=O)(O)O.C(CCCCC)N1N=C(C(=C1N)N)C.C(CCCCC)N1N=C(C(=C1N)N)C